FC=1C=CC(=C(C1)C1N(C2CCC(C1)CC2)C2=NC(=NC(=C2)C)N)OC 4-(3-(5-Fluoro-2-methoxyphenyl)-2-azabicyclo[3.2.2]non-2-yl)-6-methylpyrimidin-2-amine